(2R,4S)-2-methyl-1-(5-(1-methyl-1H-pyrazol-5-yl)-3-(1H-pyrazol-5-yl)-1-(2,2,2-Trifluoroethyl)-1H-pyrazolo[4,3-b]pyridin-7-yl)piperidin-4-ol C[C@H]1N(CC[C@@H](C1)O)C1=C2C(=NC(=C1)C1=CC=NN1C)C(=NN2CC(F)(F)F)C2=CC=NN2